FC=1C=C(OCC2=CC=C(C=C2)C=2N=C(N3C2C(=NC=C3)C)[C@H]3N(CCCC3)C(C#CC)=O)C=CC1F (S)-1-(2-(1-(4-((3,4-difluorophenoxy)methyl)phenyl)-8-methylimidazo[1,5-a]pyrazin-3-yl)piperidin-1-yl)but-2-yn-1-one